S(=O)(=O)=C1S(=O)(=O)CCC1 sulfonyl-(sulfolane)